lanthanum neodymium cerium [Ce].[Nd].[La]